2-(1H-pyrazol-4-yl)-2H-furan N1N=CC(=C1)C1OC=CC1